2-cyano-N-methyl-3-thiazol-2-yl-prop-2-enamide C(#N)C(C(=O)NC)=CC=1SC=CN1